[Si](C)(C)(C(C)(C)C)OC(CCN1N=CC2=CC=CC(=C12)C(=O)O)(C1=CC(=C(C(=C1)OC)C)OC)OCCC1=CC=CC=C1 1-(3-((tert-butyldimethylsilyl)oxy)-3-(3,5-dimethoxy-4-methylphenyl)-2-phenylethoxypropyl)-1H-indazole-7-carboxylic acid